(S)-4-methyl-3,6-dihydropyridine-1,2(2H)-dicarboxylic acid 1-(tert-butyl) 2-ethyl ester CCOC(=O)[C@H]1N(CC=C(C1)C)C(=O)OC(C)(C)C